tert-Butyl N-[(1S)-2-[4-(tert-butoxycarbonylamino)-2-chloro-7-methyl-thieno[3,2-d]pyrimidin-6-yl]-1-methyl-ethyl]carbamate C(C)(C)(C)OC(=O)NC=1C2=C(N=C(N1)Cl)C(=C(S2)C[C@H](C)NC(OC(C)(C)C)=O)C